N-(5-((2-(4-(hydroxymethyl)piperidin-1-yl)ethyl)carbamoyl)-3-methylthiophen-2-yl)-2-(1-methyl-1H-pyrazol-4-yl)pyrazolo[5,1-b]thiazole-7-carboxamide OCC1CCN(CC1)CCNC(=O)C1=CC(=C(S1)NC(=O)C=1C=NN2C1SC(=C2)C=2C=NN(C2)C)C